phenyl-hydroxyenanthic acid C1(=CC=CC=C1)C(C(=O)O)(CCCCC)O